3-(bromomethyl)-2-chloro-N-(4-(5-(2-chlorobenzamido)-1-methyl-1H-pyrazol-3-yl)phenyl)benzamide BrCC=1C(=C(C(=O)NC2=CC=C(C=C2)C2=NN(C(=C2)NC(C2=C(C=CC=C2)Cl)=O)C)C=CC1)Cl